C(C)(C)(C)OC(=O)N1C(C(C=CC1)(F)F)C1=CC2=C(N(C(N2C)=O)C2C(NC(CC2)=O)=O)C=C1 [1-(2,6-dioxo-3-piperidinyl)-3-methyl-2-oxo-benzoimidazol-5-yl]-3,3-difluoro-2,6-dihydropyridine-1-carboxylic acid tert-butyl ester